C(C(C)C)O.[Si] silicon compound with isobutyl alcohol